hydroxypropylether OCCCOCCCO